6-bromo-1-(2,2,2-trifluoroethyl)indole-4-carboxylic acid BrC=1C=C(C=2C=CN(C2C1)CC(F)(F)F)C(=O)O